FC(C(=O)O)(F)F.ClC1=C(C(=O)N(C)CCCOC)C=CC(=C1)NC1CN(C1)C1CCNCC1 2-chloro-N-(3-methoxypropyl)-N-methyl-4-(1-(piperidin-4-yl)azetidin-3-ylamino)benzamide 2,2,2-trifluoroacetate